OCCCC=1C(NC=C(C1)C=1C(=NC=CC1)OC1=CC=C(C=C1)S(F)(F)(F)(F)F)=O (3-hydroxypropyl)-5-[2-[4-(pentafluoro-sulfanyl)phenoxy]-3-pyridyl]pyridin-2-one